N(=C=O)CC(C=C)(C)C 4-isocyanato-3,3-dimethyl-1-butene